C(O)(O)=O.C(C=C)C(CO)O allyl-ethylene glycol carbonate